Cl.N1CC2(C3=CC(=CC=C13)O)CCCCC2 spiro[cyclohexane-1,3'-indoline]-5'-ol hydrochloride